The molecule is a 1-(alk-1-enyl)-2-acyl-sn-glycero-3-phosphoethanolamine in which the alk-1-enyl and acyl groups are specified as (1Z,11Z)-octadecadienyl and oleoyl respectively. It has a role as a mouse metabolite. It derives from an oleic acid. CCCCCCCC/C=C\\CCCCCCCC(=O)O[C@H](CO/C=C\\CCCCCCCC/C=C\\CCCCCC)COP(=O)(O)OCCN